(S)-tert-butyl (1-cyclopropyl-2-oxo-2-(pyrrolidin-1-yl)ethyl)carbamate C1(CC1)[C@@H](C(N1CCCC1)=O)NC(OC(C)(C)C)=O